C(CCC)OC(OCCCC)[SiH2]CC[Si](OCCCC)(OCCCC)OCCCC 1-(di-n-butoxymethylsilyl)-2-(tri-n-butoxysilyl)ethane